CN1C(C2=CC=C(C=C2C(=N1)N[C@H](C)C1=CC(=CC(=C1)C(F)(F)F)[N+](=O)[O-])C1=CCCN(C1)C(=O)[O-])=O (R)-5-(2-methyl-4-((1-(3-nitro-5-(trifluoromethyl)phenyl)ethyl)amino)-1-oxo-1,2-Dihydrophthalazin-6-yl)-3,6-dihydropyridine-1(2H)-carboxylate